BrC1=C(C(=CC=C1)Br)N1C(C(CCC1)C)=N (2,6-dibromophenyl)-3-methylpiperidin-2-imine